(R)-N-(5-((6-(3-(3',5-difluoro-[1,1'-biphenyl]-3-yl)isoxazolidin-2-yl)pyrimidin-4-yl)amino)-4-methoxy-2-(4-morpholinopiperidin-1-yl)phenyl)acrylamide FC=1C=C(C=CC1)C1=CC(=CC(=C1)F)[C@@H]1N(OCC1)C1=CC(=NC=N1)NC=1C(=CC(=C(C1)NC(C=C)=O)N1CCC(CC1)N1CCOCC1)OC